Cl.ClC1=C(C=CC=C1[C@]1(NC(N(C(C1)=O)[C@H]1C[C@H](OCC1)C)=N)C)NC(C1=C(C(=CC=C1)C#N)F)=O |o1:15,17| N-(2-Chloro-3-{(4S)-2-imino-4-methyl-1-[(2R*,4R*)-2-methyl-tetrahydropyran-4-yl]-6-oxo-hexahydropyrimidin-4-yl}phenyl)-3-cyano-2-fluorobenzamide hydrochloride